(4aR,8aS)-6-[3-[4-[(2-methyl-3-pyridinyl)oxy]phenyl]azetidine-1-carbonyl]-4,4a,5,7,8,8a-hexahydropyrido[4,3-b][1,4]oxazin-3-one CC1=NC=CC=C1OC1=CC=C(C=C1)C1CN(C1)C(=O)N1C[C@@H]2[C@@H](OCC(N2)=O)CC1